2-(N-(8-(heptadecan-9-yloxy)-8-oxooctyl)-1-methylpiperidine-4-carboxamido)ethyl (9Z,12Z)-octadeca-9,12-dienoate C(CCCCCCC\C=C/C\C=C/CCCCC)(=O)OCCN(C(=O)C1CCN(CC1)C)CCCCCCCC(=O)OC(CCCCCCCC)CCCCCCCC